(S)-1-(4-((4-((2-fluoro-4-((2-((tetrahydrofuran-3-yl)amino)pyridin-4-yl)oxy)phenyl)amino)-7-methoxyquinazolin-6-yl)amino)piperidin-1-yl)prop-2-en-1-one FC1=C(C=CC(=C1)OC1=CC(=NC=C1)N[C@@H]1COCC1)NC1=NC=NC2=CC(=C(C=C12)NC1CCN(CC1)C(C=C)=O)OC